FC=1C=CC(=C(C1)C1(CC1)/C=N/O)C (E)-1-(5-fluoro-2-methylphenyl)cyclopropane-1-carbaldehyde oxime